8-(6-(1'-Isobutyl-[1,4'-bipiperidin]-4-yl)-4-methyl-1H-benzo[d]imidazol-2-yl)chinolin C(C(C)C)N1CCC(CC1)N1CCC(CC1)C=1C=C(C2=C(NC(=N2)C=2C=CC=C3C=CC=NC23)C1)C